2-amino-3-bromo-N-cyclobutyl-5-methyl-benzamide NC1=C(C(=O)NC2CCC2)C=C(C=C1Br)C